ClC1=C2C(=CN=CC2=CC=C1)C1=CC=C2C(=NC(=NC2=C1F)OC[C@H]1N(C[C@@H](C1)F)C)N1[C@@H]2CCN([C@@H]2C1)C(C=C)=O ((1R,5R)-6-(7-(5-chloroisoquinolin-4-yl)-8-fluoro-2-((((2S,4R)-4-fluoro-1-methylpyrrolidin-2-yl))methoxy)quinazolin-4-yl)-2,6-diazabicyclo[3.2.0]hept-2-yl)prop-2-en-1-one